2-(6-chloro-2-(2,6-dichloro-3,5-dimethoxyphenyl)pyrido[3,4-d]pyrimidin-4-yl)-7-oxa-2-azaspiro[3.5]nonane ClC1=CC2=C(N=C(N=C2N2CC3(C2)CCOCC3)C3=C(C(=CC(=C3Cl)OC)OC)Cl)C=N1